[N+](=O)([O-])C1=CC=C(C=C1)C1(CCOCC1)C(=O)O 4-(4-Nitrophenyl)tetrahydro-2H-pyran-4-carboxylic acid